OCCN(C(=O)C1=CC=C(C2=C1N=C(O2)N2CC1N(C(C2)C1)C(=O)OC(C)(C)C)C=1SC=CN1)C tert-butyl 3-(4-((2-hydroxyethyl) (methyl)carbamoyl)-7-(thiazol-2-yl)benzo[d]oxazol-2-yl)-3,6-diazabicyclo[3.1.1]heptane-6-carboxylate